tert-butyl-1-amino-3,6,9,12-tetraoxapentadecane-15-oic acid C(C)(C)(C)C(COCCOCCOCCOCCC(=O)O)N